C1(CCC(N1OC(CCCC1=CC=C(C=C1)N1C(C=CC1=O)=O)=O)=O)=S 4-[p-maleimidophenyl]butanoic acid thiosuccinimidyl ester